ClC1=C(C2=C(C3=C(N=C(N(C3=O)CC=3C=NC(=NC3)C)C3=C(C=C(C=C3)OC)C3CC3)S2)C=C1)O 7-chloro-2-(2-cyclopropyl-4-methoxyphenyl)-8-hydroxy-3-((2-methylpyrimidin-5-yl)methyl)benzo[4,5]thieno[2,3-d]pyrimidin-4(3H)-one